N-trifluoroacetyl-piperazine FC(C(=O)N1CCNCC1)(F)F